Tert-butyl (3-((5-bromopyridin-3-yl)carbamoyl)phenyl)carbamate BrC=1C=C(C=NC1)NC(=O)C=1C=C(C=CC1)NC(OC(C)(C)C)=O